Potassium tetracyanonickel (II) C(#N)[Ni-2](C#N)(C#N)C#N.[K+].[K+]